(9-methyl-6-morpholino-2-(3-(m-tolyl)-1H-pyrazol-1-yl)-9H-purin-8-yl)methanol CN1C2=NC(=NC(=C2N=C1CO)N1CCOCC1)N1N=C(C=C1)C=1C=C(C=CC1)C